2-(4-bromo-3-fluorophenyl)-3-methyl-5-(trifluoromethyl)imidazole BrC1=C(C=C(C=C1)C1=NC(=CN1C)C(F)(F)F)F